2-(3-(6-(4-(3,3-Difluorocyclobutyl)-4H-1,2,4-triazol-3-yl)pyridin-2-yl)ureido)-6,7-dihydrothiazolo[5,4-c]pyridine-5(4H)-carboxylic acid tert-butyl ester C(C)(C)(C)OC(=O)N1CC2=C(CC1)N=C(S2)NC(=O)NC2=NC(=CC=C2)C2=NN=CN2C2CC(C2)(F)F